OCCNC(=O)C1=NNC=N1 N-(2-hydroxyethyl)-1H-1,2,4-triazole-3-carboxamide